(3-(((7-fluorobenzo[d]thiazol-2-yl)(4-methoxyphenethyl)amino)-methyl)phenyl)-L-proline FC1=CC=CC=2N=C(SC21)N(CCC2=CC=C(C=C2)OC)CC=2C=C(C=CC2)N2[C@@H](CCC2)C(=O)O